1,4-dimethyl-acridine CC1=CC=C(C2=NC3=CC=CC=C3C=C12)C